2-(4,6-dimethylpyrazolo[1,5-a]pyrazin-2-yl)-7-fluoro-6-(4-methylpiperazin-1-yl)quinazolin-4(3H)-one CC=1C=2N(C=C(N1)C)N=C(C2)C2=NC1=CC(=C(C=C1C(N2)=O)N2CCN(CC2)C)F